N-(hexahydropyridin-4-ylmethyl)-6-[4-(hexahydropyridin-1-yl)phenyl]benzo[b]thiophene-2-carboxamide N1CCC(CC1)CNC(=O)C1=CC2=C(S1)C=C(C=C2)C2=CC=C(C=C2)N2CCCCC2